ClC=1C=C(C=C(C1)Cl)N1CCN(CC1)S(=O)(=O)C1=CC=C(C=C1)NC(C1=C(C=CC(=C1)I)N(S(=O)(=O)C)C)=O N-(4-((4-(3,5-dichlorophenyl)piperazin-1-yl)sulfonyl)phenyl)-5-iodo-2-(N-methylmethylsulfonamido)benzamide